3-(2-methoxyethoxy)benzoate COCCOC=1C=C(C(=O)[O-])C=CC1